(aminoethylaminomethyl)-phenethyltrimethoxysilane NCCNCCO[Si](OC)(OC)CCC1=CC=CC=C1